COC1=C(C=C(C=C1)C=1C2=C(N=C(N1)N1[C@H](CC1)C)CCC2)S(=O)(=N)CCN(C(C)=O)C N-(2-(2-methoxy-5-(2-((S)-2-methylazetidin-1-yl)-6,7-dihydro-5H-cyclopenta[d]pyrimidin-4-yl)phenylsulfonimidoyl)ethyl)-N-methylacetamide